4,6-dihydroxy-5-methyl-isophthalaldehyde OC1=C(C=C(C=O)C(=C1C)O)C=O